1-(3-fluoro-2-nitrophenyl)-4-isopropylpiperazine FC=1C(=C(C=CC1)N1CCN(CC1)C(C)C)[N+](=O)[O-]